ClC1=CC(=C(C=C1)/C=C/C(=O)N[C@H](C(=O)OC)CC1CC1)F methyl (S,E)-2-(3-(4-chloro-2-fluorophenyl) acrylamido)-3-cyclopropylpropionate